1,1-di-tert-butyloxy-N,N-dimethylmethanamine C(C)(C)(C)OC(N(C)C)OC(C)(C)C